2,3,7,8-tetranitrodibenzo[1,4]dioxin [N+](=O)([O-])C1=CC2=C(OC3=C(O2)C=C(C(=C3)[N+](=O)[O-])[N+](=O)[O-])C=C1[N+](=O)[O-]